C(#N)C(CCC(=O)O)(C)SSSCCCCCCCCCCCC 4-cyano-4-[(dodecylsulfanylthio)sulfanyl]pentanoic acid